3-(5-(4-(2-(4-((R)-3-(4-amino-3-(4-phenoxyphenyl)-1H-pyrazolo[3,4-d]pyrimidin-1-yl)piperidine-1-carbonyl)piperazin-1-yl)ethyl)piperidin-1-yl)-1-oxoisoindolin-2-yl)piperidine-2,6-dione NC1=C2C(=NC=N1)N(N=C2C2=CC=C(C=C2)OC2=CC=CC=C2)[C@H]2CN(CCC2)C(=O)N2CCN(CC2)CCC2CCN(CC2)C=2C=C1CN(C(C1=CC2)=O)C2C(NC(CC2)=O)=O